N1(CCOCC1)C1=NC=C(C=N1)C=1C=C(C=CC1)[C@H](C)C1=NC=CC(=N1)N ((S)-1-[3-(2-morpholin-4-ylpyrimidin-5-yl)phenyl]ethyl)pyrimidin-4-amine